3-Amino-8-(5-(difluoromethyl)-2-methoxyphenyl)-N-propylimidazo[1,2-a]pyridine-2-carboxamide NC1=C(N=C2N1C=CC=C2C2=C(C=CC(=C2)C(F)F)OC)C(=O)NCCC